3-(2-n-propylcyclopropyl)-1,4-diisopropenylbenzene C(CC)C1C(C1)C=1C=C(C=CC1C(=C)C)C(=C)C